6-benzyl-3-(3-cyanobenzyl)-2,3,4,6-tetrahydropyrido[3,4-c][1,8]naphthyridine-5(1H)-one C(C1=CC=CC=C1)N1C(C2=C(C=3C=CC=NC13)CCN(C2)CC2=CC(=CC=C2)C#N)=O